CN(CCNC(=O)C1=CC2=C(N(C(=N2)NC=2SC3=C(N2)C=CC(=C3)OC(F)(F)F)C)C=C1)C 1-Methyl-2-(6-trifluoromethoxy-benzothiazol-2-ylamino)-1H-benzoimidazole-5-carboxylic acid (2-dimethylamino-ethyl)-amide